2-(4-(ethylsulfonyl)phenyl)-N-(4-(1-(4-fluorobenzyl)-6-methyl-1H-benzo[d]imidazol-2-yl)phenyl)acetamide C(C)S(=O)(=O)C1=CC=C(C=C1)CC(=O)NC1=CC=C(C=C1)C1=NC2=C(N1CC1=CC=C(C=C1)F)C=C(C=C2)C